(R)-7-(3-(2-(5-Tosyl-5H-pyrrolo[2,3-b]pyrazin-7-yl)thiazol-4-yl)phenyl)-7H-pyrrolo[1,2-a]imidazol-7-ol S(=O)(=O)(C1=CC=C(C)C=C1)N1C=C(C=2C1=NC=CN2)C=2SC=C(N2)C=2C=C(C=CC2)[C@@]2(C=CN1C2=NC=C1)O